C(CCCCCCCCCCC)C=1OC(=CC1)C 2-dodecyl-5-methylfuran